(2,2-difluoro-1,3-benzodioxol-5-yl)methanamine FC1(OC2=C(O1)C=CC(=C2)CN)F